CC1=C(C(=CC=C1)C)C1=CN=C(C(=N1)NS(=O)(=O)C1=CC=CC=C1)N1CCN(CC1)C N-[6-(2,6-dimethylphenyl)-3-(4-methylpiperazin-1-yl)pyrazin-2-yl]benzenesulfonamide